BrC1=C(C(=CC(=C1)C)Br)OC 2,6-dibromo-4-methylanisole